O(C1=CC=CC=C1)C=1C(=NC2=CC=C(C=C2C1)C1=CC=CC=C1)C1=CC=CC=C1 3-phenoxy-2,6-diphenylquinoline